C1(=CC=CC=C1)NCCC[Si](OC)(OC)C 3-(N-phenylamino)propylmethyldimethoxysilane